[Br-].C(CCCCC)N1CN(C=C1)C 1-hexyl-3-methylimidazole Bromide